ClC1=C(C=C(C(=C1)Cl)NC(=S)OC1=C(C=C(C=C1)Cl)OC)B(O)O [2,4-dichloro-5-[(4-chloro-2-methoxy-phenoxy)carbothioylamino]phenyl]boronic acid